(5-(piperazin-1-yl)pyridin-2-yl)-4-(pyridin-2-yl)thiazol-2-amine N1(CCNCC1)C=1C=CC(=NC1)C1=C(N=C(S1)N)C1=NC=CC=C1